2-Aminopyridin-4-yl 3-deoxy-3-[4-(3,4,5-trifluorophenyl)-1H-1,2,3-triazol-1-yl]-1-thio-α-D-galactopyranoside FC=1C=C(C=C(C1F)F)C=1N=NN(C1)[C@@H]1[C@H]([C@@H](SC2=CC(=NC=C2)N)O[C@@H]([C@@H]1O)CO)O